(S)-(3R,4R)-3-[5-chloro-4-({6-chloro-7-[3-fluoro-1-(oxetan-3-yl)piperidin-4-yl]quinazolin-2-yl}amino)-1H-pyrazol-1-yl]-2-methylbutan-2-ol ClC1=C(C=NN1[C@@H](C(C)(O)C)C)NC1=NC2=CC(=C(C=C2C=N1)Cl)[C@@H]1[C@@H](CN(CC1)C1COC1)F